ClC1=C(C(=O)N2C[C@H](N(CC2)C=2C=CC(=NC2C=2NC(=NN2)CN)C=2C(=NC=CC2)OCC)CC)C=CC(=C1)F 1-(5-{5-[(2R)-4-(2-chloro-4-fluorobenzoyl)-2-ethylpiperazin-1-yl]-2'-ethoxy-[2,3'-bipyridin]-6-yl}-4H-1,2,4-triazol-3-yl)methanamine